(4-((3-chlorobenzyl)oxy)phenyl)boronic acid ClC=1C=C(COC2=CC=C(C=C2)B(O)O)C=CC1